Thien-4-ylboronic acid S1C=CC(=C1)B(O)O